CC1=C2C[C@H](CN(C2=CC=C1)C(=O)C1=C(C=CC(=C1)N1N=C(N=C1)C(C)C)OC)C(F)(F)F [(3R)-3,4-dihydro-5-methyl-3-(trifluoro-methyl)-1(2H)-quinolinyl][2-methoxy-5-[3-(1-methylethyl)-1H-1,2,4-triazol-1-yl]phenyl]methanone